CN1N=C2C(C(=NC=C2)N[C@H]2CC[C@H](CC2)NC(OC(C)(C)C)=O)=C1 tert-butyl (cis-4-((2-methyl-2H-pyrazolo[4,3-c]pyridin-4-yl)amino)cyclohexyl)carbamate